tert-butyl (S)-methyl(piperidin-3-yl)carbamate CN(C(OC(C)(C)C)=O)[C@@H]1CNCCC1